1-(2-(dimethylamino)ethyl)-5-methoxy-N1-methyl-N4-(4-(1-methyl-1H-indol-3-yl)pyrimidin-2-yl)-N2-(pyridin-2-yl)benzene-1,2,4-triamine CN(CCC1(C(C=C(C(=C1)OC)NC1=NC=CC(=N1)C1=CN(C2=CC=CC=C12)C)NC1=NC=CC=C1)NC)C